8-chloro-6-fluoro-N2-(2-isopropyl-6-methoxy-1,2,3,4-tetrahydroisoquinolin-7-yl)-7-(8-methyl-2,3-dihydro-1H-pyrido[2,3-b][1,4]oxazin-7-yl)quinazoline-2,5-diamine ClC1=C(C(=C(C=2C=NC(=NC12)NC1=C(C=C2CCN(CC2=C1)C(C)C)OC)N)F)C1=C(C2=C(OCCN2)N=C1)C